C(C)OC1C(CCC(C1)C(C)(C)OCC)C 2-ethoxy-4-(1-ethoxy-1-methylethyl)-1-methylcyclohexane